phenyl (4-(1-(tert-butyl)-4-carbamoyl-5-((2-methoxypyridin-4-yl)amino)-1H-pyrazol-3-yl)phenyl)carbamate C(C)(C)(C)N1N=C(C(=C1NC1=CC(=NC=C1)OC)C(N)=O)C1=CC=C(C=C1)NC(OC1=CC=CC=C1)=O